5-(4-cyclopropyl-6-methoxypyrimidin-5-yl)-3-(4-(1-methyl-4-(trifluoromethyl)-1H-imidazol-2-yl)benzyl)-1H-pyrazolo[3,4-c]pyridine C1(CC1)C1=NC=NC(=C1C=1C=C2C(=CN1)NN=C2CC2=CC=C(C=C2)C=2N(C=C(N2)C(F)(F)F)C)OC